tert-butyl (2-oxo-1-(4-(trifluoromethyl)phenyl)-1,2,3,4-tetrahydro-1,6-naphthyridin-3-yl)carbamate O=C1N(C2=CC=NC=C2CC1NC(OC(C)(C)C)=O)C1=CC=C(C=C1)C(F)(F)F